FC=1C(=NC=CC1)CN1C(C(=C(C=2C1=NC=CN2)C)C2CCN(CC2)C=2C=NC=CC2C(F)(F)F)=O 5-((3-fluoropyridin-2-yl)methyl)-8-methyl-7-(1-(4-(trifluoromethyl)pyridin-3-yl)piperidin-4-yl)pyrido[2,3-b]pyrazin-6(5H)-one